nonadeca-12,14,16,18-tetraen-9-one CCCCCCCCC(CCC=CC=CC=CC=C)=O